5-ethynyl-arabinose C(#C)C([C@H]([C@H]([C@@H](C=O)O)O)O)O